O1CCOC12CCN(CC2)C=2C=C(C=CC2)S(=O)(=O)N2C=C(C=C2C2=C(C=CC=C2)F)CNC 1-(1-((3-(1,4-dioxa-8-azaspiro[4.5]dec-8-yl)phenyl)sulfonyl)-5-(2-fluorophenyl)-1H-pyrrol-3-yl)-N-methyl-methylamine